NC1=CC(=C2C(N(CCCCC[C@@](C3=NN=C(C1=N2)O3)(C(F)(F)F)O)C3CCOCC3)=O)C(F)(F)F (6R)-17-Amino-6-hydroxy-12-tetrahydropyran-4-yl-6,15-bis(trifluoromethyl)-19-oxa-3,4,12,18-tetrazatricyclo[12.3.1.12,5]nonadeca-1(18),2,4,14,16-pentaen-13-one